2-(2,2-difluoroethoxy)-5-fluoro-4-(4,4,5,5-tetramethyl-1,3,2-dioxaborolan-2-yl)pyridine FC(COC1=NC=C(C(=C1)B1OC(C(O1)(C)C)(C)C)F)F